N-cyclopropyl-4-(3-hydroxy-1-(pyridin-2-yl)propyl)-6-methyl-7-oxo-6,7-dihydro-1H-pyrrolo[2,3-c]pyridin-2-carboxamide C1(CC1)NC(=O)C1=CC2=C(C(N(C=C2C(CCO)C2=NC=CC=C2)C)=O)N1